Cl.N[C@H](C(=O)OC)CC=1C(=NC=CC1)O methyl (S)-2-amino-3-(2-hydroxypyridin-3-yl)propanoate HCl